FC(C=1C=C(C=CC1)NC(=O)C1=C(N(C(=C1C)C(C(=O)NC1CCC(CC1)O)=O)C)C)F N-(3-(difluoromethyl)phenyl)-5-(2-(((1r,4r)-4-hydroxycyclohexyl)amino)-2-oxoacetyl)-1,2,4-trimethyl-1H-pyrrole-3-carboxamide